CN(C1=CC(=C(C=C1)OC)NC([C@@H](NC(CC)=O)C)=O)C1=CC(OC2=CC=CC=C12)=O 4-(N-methyl-N-(3-(N-propionyl-L-alanylamino)-4-methoxyphenyl)-amino)coumarin